[4-(4,4,5,5-tetramethyl-1,3,2-dioxaborolan-2-yl)phenyl]pyrrolidin-2-one CC1(OB(OC1(C)C)C1=CC=C(C=C1)N1C(CCC1)=O)C